NC=1N=C(SC1C(=O)C1=CC=C(OCC(=O)N2[C@@H](CCC2)C(=O)N)C=C1)N(C1=CC=C(C=C1)F)[C@@H](C(=O)N)C |&1:34| (2S)-1-[2-[4-[4-amino-2-(N-[2-amino-(1RS)-methyl-2-oxo-ethyl]-4-fluoro-anilino)thiazole-5-carbonyl]phenoxy]acetyl]pyrrolidine-2-carboxamide